C(C)(=O)[C@H]1N(C[C@@H](C1)OC)C(=O)OC(C)(C)C tert-Butyl (2S,4R)-2-acetyl-4-methoxypyrrolidine-1-carboxylate